O-((2-((tert-butyldimethylsilyl)oxy)cyclopentyl)methyl) S-methyl carbonodithioate C(OCC1C(CCC1)O[Si](C)(C)C(C)(C)C)(=S)SC